4-(9H-carbazol-9-yl)-N,N-bis[4-(9H-carbazol-9-yl)phenyl]benzenamine C1=CC=CC=2C3=CC=CC=C3N(C12)C1=CC=C(C=C1)N(C1=CC=C(C=C1)N1C2=CC=CC=C2C=2C=CC=CC12)C1=CC=C(C=C1)N1C2=CC=CC=C2C=2C=CC=CC12